2-(1-((trans)-3-fluoro-1-(methylsulfonyl)piperidin-4-yl)-1H-pyrazol-4-yl)-N4-methyl-5-(trifluoromethyl)pyrimidine-2,4-diamine F[C@@H]1CN(CC[C@H]1N1N=CC(=C1)C1(NC=C(C(=N1)NC)C(F)(F)F)N)S(=O)(=O)C